trimethyl-hexanal CC(CCCCC=O)(C)C